3-(4-methoxyphenoxy)propan-2-ol COC1=CC=C(OCC(C)O)C=C1